2-methyl-3-(1-(oxetan-2-ylmethyl)-1H-imidazol-5-yl)acrylic acid ethyl ester C(C)OC(C(=CC1=CN=CN1CC1OCC1)C)=O